BrC1=CC=CC(=N1)NC(=O)[C@H]1N(C2CC2(C1)CN1C(C2=CC=CC=C2C1=O)=O)C(=O)OC(C)(C)C (3S)-tert-Butyl 3-((6-bromopyridin-2-yl)carbamoyl)-5-((1,3-dioxoisoindolin-2-yl)methyl)-2-azabicyclo[3.1.0]hexane-2-carboxylate